tert-butyl N-ethyl-N-[5-fluoro-3-methyl-2-OXO-3-[(3R,4R)-3-[(6-cyano-3-pyridyl)amino]-4-phenyl-1-piperidyl]indolin-7-yl]carbamate C(C)N(C(OC(C)(C)C)=O)C=1C=C(C=C2C(C(NC12)=O)(N1C[C@@H]([C@H](CC1)C1=CC=CC=C1)NC=1C=NC(=CC1)C#N)C)F